CC=1C(=NC(=NC1)NC1=CC2=C(B(OC2)O)C=C1)NC1CC(CCC1)C 5-((5-methyl-4-((3-methylcyclohexyl)amino)pyrimidin-2-yl)amino)benzo[c][1,2]oxaborol-1(3H)-ol